C1(=CC=CC=C1)CCC(C)N phenyl-3-aminobutane